N-{3-[4-amino-7-(1-methyl-piperidin-4-yl)-7H-pyrrolo[2,3-d]pyrimidin-5-yl]-2-fluoro-phenyl}-5-chloro-2-fluoro-4-methoxy-benzenesulfonamide NC=1C2=C(N=CN1)N(C=C2C=2C(=C(C=CC2)NS(=O)(=O)C2=C(C=C(C(=C2)Cl)OC)F)F)C2CCN(CC2)C